OC1=C(C(=C(C(=O)N2CC3=CC=CC(=C3C2)N(C(C=C)=O)CCOC)C(=C1)O)C)C N-(2-(4,6-Dihydroxy-2,3-dimethylbenzoyl)isoindolin-4-yl)-N-(2-methoxyethyl)acrylamide